(1R-5S-6r)-3-azabicyclo[3.1.0]hex-6-yl(cyclopropyl)methanone [C@H]12CNC[C@@H]2C1C(=O)C1CC1